(R)-N-(1-(4-chlorophenyl)-2,2,2-trifluoroethyl)thiazolo[4,5-b]pyridine-6-sulfonamide ClC1=CC=C(C=C1)[C@H](C(F)(F)F)NS(=O)(=O)C=1C=C2C(=NC1)N=CS2